C(C)(=O)N1N=CC(=C1)B1OC(C)(C)C(C)(C)O1 1-acetyl-1H-pyrazole-4-boronic acid pinacol ester